FC1=CC=C(CC=2C=3N(C4=C(C2)N(CC4(C)C)C(C)=O)C=C(N3)O)C=C1 1-(4-(4-fluorobenzyl)-2-hydroxy-8,8-dimethyl-7,8-dihydro-6H-imidazo[1,2-a]pyrrolo[2,3-e]pyridin-6-yl)ethan-1-one